N-ethyl-2-(((4-isopropylcyclohexyl)oxy)methyl)-3-(4-methyl-1H-pyrazol-5-yl)piperidine-1-carboxamide C(C)NC(=O)N1C(C(CCC1)C1=C(C=NN1)C)COC1CCC(CC1)C(C)C